CC(=C)C(=O)OCCC[Si](C)(C)Cl 3-(chlorodimethylsilyl) propyl methacrylate